13,16-Dihydroxyheptacosanoic acid OC(CCCCCCCCCCCC(=O)O)CCC(CCCCCCCCCCC)O